(S)-N-(5-(2-amino-[1,2,4]triazolo[1,5-a]pyridin-6-yl)-2-ethylphenyl)-3-phenylisoxazolidine NC1=NN2C(C=CC(=C2)C=2C=CC(=C(C2)N2OCC[C@H]2C2=CC=CC=C2)CC)=N1